1-[3-[4-[3-[3-amino-6-(2-hydroxyphenyl)pyridazin-4-yl]-3,8-diazabicyclo[3.2.1]oct-8-yl]-2-pyridinyl]prop-2-ynyl]piperidin-4-ol NC=1N=NC(=CC1N1CC2CCC(C1)N2C2=CC(=NC=C2)C#CCN2CCC(CC2)O)C2=C(C=CC=C2)O